1-(7-Chloro-1H-indole-2-carbonyl)-N-((S)-1-hydroxy-3-((S)-2-oxopyrrolidin-3-yl)propan-2-yl)-3,3-dimethyl-1,3-azasilolidine-5-carboxamide ClC=1C=CC=C2C=C(NC12)C(=O)N1C[Si](CC1C(=O)N[C@H](CO)C[C@H]1C(NCC1)=O)(C)C